2-[1-[(2-Methyl-1-oxo-isoindolin-5-yl)methyl]pyrazol-4-yl]-5-propyl-3H-imidazo[2,1-b]purin-4-on CN1C(C2=CC=C(C=C2C1)CN1N=CC(=C1)C1=NC=2N3C(N(C(C2N1)=O)CCC)=NC=C3)=O